1,4-bis(3-amino-4-biphenyloxybenzoyl)benzene NC=1C=C(C(=O)C2=CC=C(C=C2)C(C2=CC(=C(C=C2)OC=2C(=CC=CC2)C2=CC=CC=C2)N)=O)C=CC1OC=1C(=CC=CC1)C1=CC=CC=C1